6-chloro-N-(4,4-difluorocyclohexyl)-2-(4-fluoro-1H-pyrazol-1-yl)pyrimidin-4-amine ClC1=CC(=NC(=N1)N1N=CC(=C1)F)NC1CCC(CC1)(F)F